ClN1CC2(C3=NC=CC=C31)CCCC2 chloro-1',2'-dihydrospiro[cyclopentane-1,3'-pyrrolo[3,2-b]pyridine]